n-propylhydroxide C(CC)O